C(C)(C)(C)N(C(=O)C1[C@H]2CN(C[C@@H]12)C(=O)C=1N=CN(C1)C(C)C)C (1R,5S,6r)-N-tert-butyl-N-methyl-3-[1-(propan-2-yl)-1H-imidazole-4-carbonyl]-3-azabicyclo[3.1.0]hexane-6-carboxamide